[K+].[K+].C1(=CC=CC=C1)NC1=CC=C(C=2C=CC=C(C12)S(=O)(=O)[O-])C1=CC=C(C=2C(=CC=CC12)S(=O)(=O)[O-])NC1=CC=CC=C1 4,4'-bis(phenylamino)-[1,1'-binaphthyl]-5,5'-disulfonic acid dipotassium salt